ClC=1C=C2C=C(NC2=CC1C1=NC=C(N=C1)OC)CNC(=O)C1(CC1)C#N N-{[5-chloro-6-(5-methoxy-2-pyrazinyl)-2-indolyl]methyl}1-cyanocyclopropanecarboxamide